O[C@H]1[C@H](OC[C@@H]([C@H]1O)NC1=NC(=CN=C1)C(F)(F)F)COCC1=CC=C(OCC(=O)O)C=C1 2-(4-((((2R,3R,4R,5S)-3,4-dihydroxy-5-((6-(trifluoromethyl)pyrazin-2-yl)amino)tetrahydro-2H-pyran-2-yl)methoxy)methyl)phenoxy)acetic acid